(2S,4S)-4-fluoro-1-[2-[4-[(2-methyl-4-quinolinyl)oxy]-1-piperidinyl]acetyl]pyrrolidine-2-carbonitrile F[C@H]1C[C@H](N(C1)C(CN1CCC(CC1)OC1=CC(=NC2=CC=CC=C12)C)=O)C#N